2-n-butylamino-1,4-naphthoquinone C(CCC)NC=1C(C2=CC=CC=C2C(C1)=O)=O